Cl.N1=NN(C2=NC=CC=C21)C2=CC(=C(C(=O)N(C1=NC=CC=C1C=C)[C@H]1CNCCC1)C=C2)F (R)-4-(3H-[1,2,3]triazolo[4,5-b]pyridin-3-yl)-2-fluoro-N-(piperidin-3-yl)-N-(3-vinylpyridin-2-yl)benzamide hydrochloride salt